C1(CC1)C#C[C@@]1(NC(NC2=CC(=C(C=C12)C)CO)=O)C(F)(F)F (S)-4-(cyclopropylethynyl)-7-(hydroxymethyl)-6-methyl-4-(trifluoromethyl)-3,4-dihydroquinazolin-2(1H)-one